C(C)(C)(C)OC(=O)N[C@@H]1C(N(C2=C(OC1)C=CC(=C2)C(=O)O)C)=O (S)-3-((tert-Butoxycarbonyl)amino)-5-methyl-4-oxo-2,3,4,5-tetrahydrobenzo[b][1,4]oxazepin-7-carboxylic acid